O=C1N(C(C=C1)=O)CCCCCC(=O)ON1C(CCC1=O)=O 2,5-Dioxopyrrolidin-1-yl 6-(2,5-dioxopyrrol-1-yl)hexanoate